2,3,5-Triethyl-6-methyl-4-butoxy-phenol C(C)C1=C(C(=C(C(=C1CC)OCCCC)CC)C)O